N,N-bis(trifluoromethylsulfonyl)-5-chloropyridin-2-amine FC(S(=O)(=O)N(C1=NC=C(C=C1)Cl)S(=O)(=O)C(F)(F)F)(F)F